[Cl-].CO[Si](OC)(OC)CCC[N+](C)(C)C trimethoxysilylpropyl-trimethyl-ammonium chloride